5-[(3-chlorophenyl)methyl]-7-hexyl-5H,6H,7H,10H-cyclohepta[b]indole-4-carboxylic acid ClC=1C=C(C=CC1)CN1C2=C(C3=CC=CC(=C13)C(=O)O)CC=CC(C2)CCCCCC